NC=1C(=CC2=C(CC(O2)(C)C)C1)N1CCC(CC1)(F)CNC(OC(C)(C)C)=O tert-Butyl N-[[1-(5-amino-2,2-dimethyl-3H-benzofuran-6-yl)-4-fluoro-4-piperidyl]methyl]carbamate